(S)-quinuclidin-3-yl (7-(3-chloro-4-morpholinophenyl)-3,3-dimethylchroman-4-yl)carbamate ClC=1C=C(C=CC1N1CCOCC1)C1=CC=C2C(C(COC2=C1)(C)C)NC(O[C@@H]1CN2CCC1CC2)=O